O=C(CN1CCC(CC1)OC1=C2C=CC(=NC2=CC=C1)C#N)N1[C@@H](C[C@@H](C1)F)C#N 5-[[1-(2-oxo-2-[(2S,4S)-2-cyano-4-fluoro-pyrrolidin-1-yl]ethyl)-4-piperidyl]oxy]quinoline-2-carbonitrile